FC1CN(C1)CC(=O)N 2-(3-fluoroazetidin-1-yl)acetamide